C(#N)CC1N(CCN(C1)C=1C2=C(N=C(N1)OC[C@H]1N(CCC1)C)CN(CC2)C2=CC=CC1=CC=C(C=C21)C)C(=O)OC(C)(C)C tert-butyl 2-(cyanomethyl)-4-[7-(7-methyl-1-naphthyl)-2-[[(2S)-1-methylpyrrolidin-2-yl]methoxy]-6,8-dihydro-5H-pyrido[3,4-d]pyrimidin-4-yl]piperazine-1-carboxylate